(S)-N-(5-(2-acetamidobenzo[d]oxazol-6-yl)-2-methoxyphenyl)-3-phenylisoxazolidine-2-carboxamide C(C)(=O)NC=1OC2=C(N1)C=CC(=C2)C=2C=CC(=C(C2)NC(=O)N2OCC[C@H]2C2=CC=CC=C2)OC